CC(CC(=O)C1=C(C=CC=C1)C#CC1=CC=C(C=C1)Cl)=C 3-methyl-1-(2-(p-chlorophenylethynyl)phenyl)but-3-en-1-one